2-((2-isopropylphenoxy)methyl)-3-methylpyridine C(C)(C)C1=C(OCC2=NC=CC=C2C)C=CC=C1